2,3-dihydroxyl-3-methyl-butyric acid OC(C(=O)O)C(C)(C)O